BrCC(CCCC)Br 1,2-dibromohexane